C(C)N1N=C(C=C1C)N\C(\C)=C\1/C(NC2=CN=C(C=C21)C=2C=NC=CC2C)=O (Z)-3-(1-((1-Ethyl-5-methyl-1H-pyrazol-3-yl)amino)ethylidene)-5-(4-methylpyridin-3-yl)-1H-pyrrolo[2,3-c]pyridin-2(3H)-one